[K+].P(=O)(OCCCCCCCCCCCC)([O-])O monolauryl phosphate monopotassium salt